(R)-N-(6-(3-cyanopiperidin-1-yl)-4-methylpyridin-2-yl)-4-(ethylsulfanyl)-2-methyl-6-(6-azaspiro[2.5]oct-6-yl)benzamide C(#N)[C@H]1CN(CCC1)C1=CC(=CC(=N1)NC(C1=C(C=C(C=C1N1CCC2(CC2)CC1)SCC)C)=O)C